O1CCN(CC1)CCNC(CC=1SC(=CC1)C1=CC=CC=C1)=O N-(2-morpholinoethyl)-2-(5-phenylthiophen-2-yl)acetamide